C(C)C(C(=O)OCCOC(C(CC)CC)=O)CC ethylene glycol di(2-ethylbutyrate)